OC[C@]1(CN(CC1)C(=O)OC(C)(C)C)C (R)-tert-butyl 3-(hydroxymethyl)-3-methylpyrrolidine-1-carboxylate